O/N=C(\C)/NC1=CC=C(C(=O)OC=2C=3N(C(=CC2)CC(=O)OC(C)(C)C)N=CN3)C=C1 (E)-5-(2-tert-butoxy-2-oxoethyl)-[1,2,4]triazolo[1,5-a]pyridin-8-yl 4-(N'-hydroxy acetimidamido)benzoate